N(=[N+]=[N-])CC1=CC=C(C=C1)F 1-(azidomethyl)-4-fluorobenzene